(2S,4R)-1-((R)-2-amino-3,3-dimethylbutanoyl)-4-methyl-N-(4-(4-methylthiazol-5-yl)benzyl)pyrrolidine-2-carboxamide N[C@@H](C(=O)N1[C@@H](C[C@H](C1)C)C(=O)NCC1=CC=C(C=C1)C1=C(N=CS1)C)C(C)(C)C